OC(C(=O)O[C@@H]1CN(CCC1)C)(C1=CC=CC=C1)C1=CC=CC=C1 (S)-1-methylpiperidin-3-yl 2-hydroxy-2,2-diphenylacetate